CC1=CC=C(C=C1)/C=C/CSC (trans)-(3-(4-methylphenyl)allyl)(methyl)sulfur